methyl (Z)-3-((3,3-dibutyl-7-(methylthio)-1,1-dioxido-5-phenyl-2,3,4,5-tetrahydro-1,5-benzothiazepin-8-yl)oxy)-2-fluoroacrylate C(CCC)C1(CS(C2=C(N(C1)C1=CC=CC=C1)C=C(C(=C2)O\C=C(\C(=O)OC)/F)SC)(=O)=O)CCCC